C(CCCCCCCCCCCCCCCCC)N(O)CCCCCCCCCCCCCCCCCC N,N-bis-octadecyl-hydroxylamine